7-(tert-butyl)-N-methyl-2H-pyrano[2,3-b]pyridine-3-carboxamide C(C)(C)(C)C1=CC=C2C(=N1)OCC(=C2)C(=O)NC